bromobutane CCCCBr